(S)-N-(1-(4-(4-fluorophenyl)-1H-imidazol-2-yl)-7-(4-methyloxazol-2-yl)-7-oxoheptyl)-1-methylpiperidine-4-carboxamide FC1=CC=C(C=C1)C=1N=C(NC1)[C@H](CCCCCC(=O)C=1OC=C(N1)C)NC(=O)C1CCN(CC1)C